P(=O)(O)(O)O.C[Li] methyllithium phosphate